ortho-quaterphenyl C1(=CC=CC=C1)C=1C(=CC=CC1)C=1C(=CC=CC1)C1=CC=CC=C1